Dibenzyldithiocarbamate Zinc [Zn+2].C(C1=CC=CC=C1)N(C([S-])=S)CC1=CC=CC=C1.C(C1=CC=CC=C1)N(C([S-])=S)CC1=CC=CC=C1